methyl-N,N-bis(2-chloroethyl)-4-nitrophenylalanine C[C@](N(CCCl)CCCl)(CC1=CC=C(C=C1)[N+](=O)[O-])C(=O)O